O1C=NC=N1 1,3,5-oxadiazole